ClC=1C(=NC(=NC1)NC=1C(=NN(C1)C1CCNCC1)C)NCCCN1C(CCCC1)=O 1-(3-((5-Chloro-2-((3-methyl-1-(piperidin-4-yl)-1H-pyrazol-4-yl)amino)pyrimidin-4-yl)amino)propyl)piperidin-2-on